C\C=C/CCC=CCC cis-2,6-nonadiene